CC1=C2C=C(NC2=CC(=C1)C)C(=O)O 4,6-Dimethyl-1H-indole-2-carboxylic acid